1-(4-((4-((4-((2-(cyclopentylamino)pyridin-4-yl)oxy)-2-fluorophenyl)amino)-7-methoxyquinazolin-6-yl)amino)piperidin-1-yl)prop-2-en-1-one C1(CCCC1)NC1=NC=CC(=C1)OC1=CC(=C(C=C1)NC1=NC=NC2=CC(=C(C=C12)NC1CCN(CC1)C(C=C)=O)OC)F